4-Chloro-7-[4-(4-{4-[(4-{2-[(3R*)-2,6-dioxopiperidin-3-yl]-1-oxo-2,3-dihydro-1H-isoindol-5-yl}piperazin-1-yl)methyl]piperidin-1-yl}phenyl)piperidin-1-yl]-1H-indole-3-carbonitrile ClC1=C2C(=CNC2=C(C=C1)N1CCC(CC1)C1=CC=C(C=C1)N1CCC(CC1)CN1CCN(CC1)C=1C=C2CN(C(C2=CC1)=O)[C@H]1C(NC(CC1)=O)=O)C#N |o1:45|